(R,R) or (R,S)-4-(2-hydroxypropan-2-yl)-N'-((3-methyl-1,2,3,5,6,7-hexahydrodicyclopenta[b,e]pyridin-8-yl)carbamoyl)thiophene-2-sulfonimidamide OC(C)(C)C=1C=C(SC1)[S@@](=O)(N)=NC(NC1=C2C(=NC3=C1CCC3)[C@@H](CC2)C)=O |o1:24|